C(C=C)P([O-])([O-])=O.[Na+].[Na+] Sodium 2-propenylphosphonate